ClC1=C(C=CC(=C1)F)C1(CC1)C1=NOC(=N1)C1=NN(C(=C1)C(F)F)CC(=O)NC(C(=O)N)=C (R)-2-(2-(3-(3-(1-(2-chloro-4-fluorophenyl)cyclopropyl)-1,2,4-oxadiazol-5-yl)-5-(difluoromethyl)-1H-pyrazol-1-yl)acetamido)propenamide